[Na].OC1=C(C(OC1)=O)C(=O)OC methyl 4-hydroxy-2-oxo-2,5-dihydro-3-furancarboxylate sodium salt